F[C@@H]1C2CC[C@@H](C[C@@H]1N(C1=CN=C(N=N1)C1=C(C=C(C=C1)N1N=CC(=C1)C)O)C)N2 2-(6-{[(2R,3S,5S)-2-fluoro-8-azabicyclo[3.2.1]octan-3-yl](methyl)amino}-1,2,4-triazin-3-yl)-5-(4-methyl-1H-pyrazol-1-yl)phenol